9,10-diphenyl-2-[N-phenyl-N-(9-phenyl-carbazol-3-yl)amino]anthracene C1(=CC=CC=C1)C=1C2=CC=CC=C2C(=C2C=CC(=CC12)N(C=1C=CC=2N(C3=CC=CC=C3C2C1)C1=CC=CC=C1)C1=CC=CC=C1)C1=CC=CC=C1